[Si](C)(C)(C(C)(C)C)OC=1C=C2C=NNC2=CC1C 5-((tert-butyldimethylsilyl)oxy)-6-methyl-1H-indazole